lithium fluorosulfonyl difluoroacetate FC(C(=O)OS(=O)(=O)F)F.[Li]